C1N(CC12NCCC2)C(=O)[O-] 2,5-diazaspiro[3.4]octane-2-carboxylate